5-bromo-6-methoxy-2-(4-(pyridazin-3-yl)cyclohexyl)-2H-indazole BrC1=CC2=CN(N=C2C=C1OC)C1CCC(CC1)C=1N=NC=CC1